ETHANE-1,1-DIOL C(C)(O)O